NC1=CC=CC(=N1)S(=O)(=O)NC(=O)C=1C(=NC(=CC1)C1=CC(=CC(=C1)OCC(C)C)F)OC1COC1 N-[(6-Amino-2-pyridyl)sulfonyl]-6-(3-fluoro-5-isobutoxyphenyl)-2-(oxetan-3-yloxy)pyridin-3-carboxamid